2-ethylhexaneperoxoate C(C)C(C(=O)O[O-])CCCC